(S)-2-((S)-4-(5-cyano-3-((8-cyano-4-(cyclopropylamino)pyrazolo[1,5-a][1,3,5]triazin-2-yl)amino)-2-methoxyphenyl)-3-methylpiperazin-1-yl)propanamide C(#N)C=1C=C(C(=C(C1)N1[C@H](CN(CC1)[C@H](C(=O)N)C)C)OC)NC1=NC=2N(C(=N1)NC1CC1)N=CC2C#N